COC(CC)(C)C(C(=O)O)C.ClC1=CC=C(CN2C(N=C3C=CC=CC3=C2)\C=C\C=2C=NC=CC2)C=C1 (E)-3-(4-chlorobenzyl)-2-(2-(pyridine-3-yl)vinyl)quinazoline 3-methoxy-methyl-3-butyl-acetate